3-[5-amino-8-(2,6-dimethyl-4-pyridinyl)-3-oxo-7-phenyl-[1,2,4]triazolo[4,3-c]pyrimidin-2-yl]propionamide NC1=NC(=C(C=2N1C(N(N2)CCC(=O)N)=O)C2=CC(=NC(=C2)C)C)C2=CC=CC=C2